FC1([C@H](C=2C(=CN(C2CC1)C=1C=C(C(C#N)=CC1)C#N)S(=O)(=O)C(F)(F)F)O)F (S)-4-(5,5-Difluoro-4-hydroxyl-3-((trifluoromethyl)sulfonyl)-4,5,6,7-tetrahydro-1H-indol-1-yl)phthalonitrile